tert-butyl 4-[2-(oxan-2-yloxy)ethoxy]piperidine-1-carboxylate O1C(CCCC1)OCCOC1CCN(CC1)C(=O)OC(C)(C)C